diethyl 6-bromobenzofuran-2,2(3H)-dicarboxylate BrC1=CC2=C(CC(O2)(C(=O)OCC)C(=O)OCC)C=C1